1,5-dioxo-1,5-dihydro-2H-spiro[imidazo[1,5-a]pyridine-3,3'-piperidine]-1'-carboxylic acid tert-butyl ester C(C)(C)(C)OC(=O)N1CC2(CCC1)NC(C=1N2C(C=CC1)=O)=O